4-amino-7-chloro-N-(cyclopropylmethyl)-N-(2-(trifluoromethyl)-6,7-dihydro-5H-cyclopenta[b]pyridin-5-yl)imidazo[1,5-a]quinoxaline-8-carboxamide NC=1C=2N(C3=CC(=C(C=C3N1)Cl)C(=O)N(C1CCC3=NC(=CC=C31)C(F)(F)F)CC3CC3)C=NC2